BrC1=CC=C2C(=C(C=NC2=C1)NCC1(COC(OC1)(C)C)C)N 7-bromo-N-[(2,2,5-trimethyl-1,3-dioxan-5-yl)methyl]quinoline-3,4-diamine